C(C)S(=O)(=O)NC1=C(C=C(C=C1)C1=NNC(=C1C(=O)N)NC1=NC=CN=C1)O[C@H](C)C1=CC=C(C=C1)F (R)-3-(4-(ethylsulfonamido)-3-(1-(4-fluorophenyl)ethoxy)phenyl)-5-(pyrazin-2-ylamino)-1H-pyrazole-4-carboxamide